5-methoxyacetamido-2,4,6-triiodo-isophthaloyl chloride COCC(=O)NC=1C(=C(C(=C(C(=O)Cl)C1I)I)C(=O)Cl)I